N-(4-(4-(trifluoromethyl)phenyl)oxazol-2-yl)-1-naphthamide FC(C1=CC=C(C=C1)C=1N=C(OC1)NC(=O)C1=CC=CC2=CC=CC=C12)(F)F